FC(C=1C=C(C=CC1)C1=CN=C2N1N=C(C=C2)NC2CCC(CCC2)O)(F)F 4-[[3-[3-(trifluoromethyl)phenyl]imidazo[1,2-b]pyridazin-6-yl]amino]cycloheptanol